NC1=NC=CC(=C1)C1(CCOCC1)O 4-(2-amino-4-pyridyl)tetrahydropyran-4-ol